4-(4-nitrophenoxy)-3,6,9,12-tetraoxatetradecan-1-ol [N+](=O)([O-])C1=CC=C(OC(OCCO)COCCOCCOCC)C=C1